N-((1,2,3,5,6,7-hexahydro-s-indacen-4-yl)carbamoyl)-4-hydroxy-6-isopropyl-4,5,6,7-tetrahydrobenzofuran-2-sulfonamide C1CCC2=C(C=3CCCC3C=C12)NC(=O)NS(=O)(=O)C=1OC2=C(C1)C(CC(C2)C(C)C)O